4-(3-bromoanilino)-2',7'-dimethylspiro[cyclohexane-1,1'-indene]-4-carboxamide BrC=1C=C(NC2(CCC3(C(=CC4=CC=CC(=C34)C)C)CC2)C(=O)N)C=CC1